1-oxobutane-2-aminium chloride [Cl-].O=CC(CC)[NH3+]